(S)-N-(1-benzylpyrrolidin-3-yl)-3,3,5-trimethyl-2,3-dihydro-1H-pyrrolo[3,2-b]pyridine-1-carboxamide C(C1=CC=CC=C1)N1C[C@H](CC1)NC(=O)N1CC(C2=NC(=CC=C21)C)(C)C